FC(C(=O)O)(F)F.FC1=C(C(=CC(=C1)F)F)S(=O)(=O)N 2,4,6-trifluorobenzenesulfonamide trifluoroacetate